methyl 1-[bis(tert-butoxycarbonyl)amino]isoquinoline-6-carboxylate C(C)(C)(C)OC(=O)N(C1=NC=CC2=CC(=CC=C12)C(=O)OC)C(=O)OC(C)(C)C